CC(C(=O)N[C@@H]1CNC[C@H]1C)(COC1=NC=CC=C1C(F)(F)F)C 2,2-dimethyl-N-(trans-4-methylpyrrolidin-3-yl)-3-((3-(trifluoromethyl)pyridin-2-yl)oxy)propionamide